5-(3-Chloro-2-methoxy-phenyl)-3-methyl-1-{2-oxo-2-[4-(2-oxo-1,2,4,5-tetrahydro-benzo[d][1,3]diazepin-3-yl)-piperidin-1-yl]-ethyl}-1H-pyrimidine-2,4-dione ClC=1C(=C(C=CC1)C=1C(N(C(N(C1)CC(N1CCC(CC1)N1C(NC2=C(CC1)C=CC=C2)=O)=O)=O)C)=O)OC